3-(pyridin-2-ylmethyl)-1,6,9,12-tetraazabicyclo[11.3.1]heptadecane N1=C(C=CC=C1)CC1CN2CCCC(NCCNCCNCC1)C2